N-benzyl-5-fluoro-1-(hydroxymethyl)indane-1-carboxamide C(C1=CC=CC=C1)NC(=O)C1(CCC2=CC(=CC=C12)F)CO